N,N,N-trimethyl-(1-(4-vinylphenyl))methylammonium chloride [Cl-].C[N+](C)(C)CC1=CC=C(C=C1)C=C